Azabenz-imidazole N1=NNC2=C1C=CC=C2